C(C1=CC=CO1)NC1=CC=CC=C1 N-furfuryl-aniline